methyl 6-(formylaminomethyl)-4-phenylpyridine-2-carboxylate C(=O)NCC1=CC(=CC(=N1)C(=O)OC)C1=CC=CC=C1